methyl 2-(3-hydroxy-3-methyl-butyl)-6-[[6-(trifluoromethyl)pyridine-2-carbonyl]amino]imidazo[1,2-a]pyridine-7-carboxylate OC(CCC=1N=C2N(C=C(C(=C2)C(=O)OC)NC(=O)C2=NC(=CC=C2)C(F)(F)F)C1)(C)C